N1N=CN=C1C1CC2(CN(C2)C(=O)N2CC(C2)C2=CC=C(C=C2)C2(CC2)C(F)(F)F)C1 [6-(1H-1,2,4-triazol-5-yl)-2-azaspiro[3.3]heptan-2-yl]-[3-[4-[1-(trifluoromethyl)cyclopropyl]phenyl]azetidin-1-yl]methanone